OCC1=C2CN(CC2=CC=C1)C(=O)OCCCC butyl 4-(hydroxymethyl)isoindoline-2-carboxylate